(3Z)-hex-3-en-1-yl methyl carbonate C(OCC\C=C/CC)(OC)=O